C(C1=CC=CC=C1)N(C[C@H](C(=O)OC)F)CC1=CC=CC=C1 methyl (R)-3-(dibenzylamino)-2-fluoropropanoate